methyl isopropylcarbamate citrate C(CC(O)(C(=O)O)CC(=O)O)(=O)O.C(C)(C)NC(OC)=O